C1N(CC12CCNCC2)C2=CC=C(C#N)C=C2 4-{2,7-Diazaspiro[3.5]non-2-yl}benzonitrile